1-(2-chlorophenyl)-3-methyl-1H-1,2,4-triazol-5(4H)-one ClC1=C(C=CC=C1)N1N=C(NC1=O)C